C(C)(C)(C)OC(=O)N[C@](N)(CC1=CC=CC=C1)C(=O)[C@H](C(=O)N)CC(C)C (R)-2-((R)-2-tert-butoxycarbonylamino-3-phenylalanyl)-4-methylpentanamide